FC=1C(=CC2=C(N(C=N2)C)C1)N 6-fluoro-1-methyl-1H-benzo[d]imidazol-5-amine